[1,4]Dithiin S1C=CSC=C1